FC=1C=C(C=C(C1)F)C[C@@H](C(=O)OCC(CCCCCC)CCCCCC)N[P@](=O)(OC1=CC=CC=C1)OC1=C(C(=C(C(=C1F)F)F)F)F 2-hexyloctyl (S)-3-(3,5-difluorophenyl)-2-(((S)-(perfluorophenoxy)(phenoxy)phosphoryl)amino)propanoate